CN([C@@H]1[C@H](CCCC1)N(C)C)C (1S,2S)-N1,N1,N2,N2-tetramethyl-cyclohexane-1,2-diamine